2,2,3,3,4,4,5,5,5-nonafluoro-N-((perfluoropropan-2-yl)sulfonyl)pentanamide FC(C(=O)NS(=O)(=O)C(C(F)(F)F)(C(F)(F)F)F)(C(C(C(F)(F)F)(F)F)(F)F)F